Tert-butyl (1-((5-cyclopropyl-6-(2-(ethoxymethoxy)-4-formylphenyl)pyridazin-3-yl)amino)-1-oxopropane-2-yl)(methyl)carbamate C1(CC1)C=1C=C(N=NC1C1=C(C=C(C=C1)C=O)OCOCC)NC(C(C)N(C(OC(C)(C)C)=O)C)=O